2,2-difluoro-2-[(6R)-3,8,10-trifluoro-6H,11H-chromeno[4,3-b]indol-6-yl]ethanol FC(CO)([C@@H]1OC2=CC(=CC=C2C=2NC3=C(C=C(C=C3C21)F)F)F)F